OCC(CC1C(NC2(C1)CCCCC2)=O)NC([C@H](CC(C)C)N2C(=CC1=C(C=CC=C21)OC)C(=O)N)=O ((2S)-1-((1-hydroxy-3-(2-oxo-1-azaspiro[4.5]decan-3-yl)propan-2-yl)amino)-4-methyl-1-oxopentan-2-yl)-4-methoxy-1H-indole-2-carboxamide